(S)-3-(4-fluoro-2',5,6'-trimethyl-[1,1'-biphenyl]-3-yl)-3-((S)-2-(3-(2-(3,3-Dimethylazetidin-1-yl)ethyl)-5-methyl-6-oxopyridazin-1(6H)-yl)-4-ethyl valerylamino)propionate FC1=C(C=C(C=C1C)C1=C(C=CC=C1C)C)[C@H](CC(=O)[O-])NC([C@H](CC(C)CC)N1N=C(C=C(C1=O)C)CCN1CC(C1)(C)C)=O